5-(allylsulfanyl)-1-{[rel-(2R,3R)-3-(2-chlorophenyl)-2-(2,4-difluorophenyl)oxetan-2-yl]Methyl}-1H-1,2,4-triazole C(C=C)SC1=NC=NN1C[C@]1(OC[C@H]1C1=C(C=CC=C1)Cl)C1=C(C=C(C=C1)F)F |o1:10,13|